BrC1=CC=CC=2N(C=NC21)C2OCCCC2 4-bromo-1-tetrahydropyran-2-yl-benzimidazole